N[C@@H](CC(C)(C)C)C(=O)O tertbutylalanine